BrCCCCCCCCCBr 1,9-dibromononane